(1H-indol-6-yl)(4-((5-(trifluoromethyl)pyridin-2-yl)oxy)piperidin-1-yl)methanone N1C=CC2=CC=C(C=C12)C(=O)N1CCC(CC1)OC1=NC=C(C=C1)C(F)(F)F